methyl-1-tert-butoxycarbonyl-4-oxo-3-piperidinecarboxylate COC(=O)C1CN(CCC1=O)C(=O)OC(C)(C)C